O[C@@H](CO)C1=CC(=NC(=C1)C=1C=C2C=CN(C2=CC1)CC1=CC=C(C=C1)C(F)(F)F)C(=O)N (R)-4-(1,2-dihydroxyethyl)-6-(1-(4-(trifluoromethyl)benzyl)-1H-indol-5-yl)picolinamide